6-amino-2-(((1S,2S)-2-((tert-butyldimethylsilyl)oxy)cyclopentyl)amino)-7-(3-methoxy-2,6-dimethylphenyl)-7H-pyrrolo[2,3-d]pyrimidine-5-carbonitrile NC1=C(C2=C(N=C(N=C2)N[C@@H]2[C@H](CCC2)O[Si](C)(C)C(C)(C)C)N1C1=C(C(=CC=C1C)OC)C)C#N